NC=1C=CC(=C(C1)CCO)C 2-(5-amino-2-methylphenyl)ethanol